C(CCCCCCC)([O-])=S octanethioate